2-Methyl-nonanoic acid CC(C(=O)O)CCCCCCC